N,N-dimethyl-ammonium C[NH2+]C